hydrocodone-d3 [2H]C([2H])([2H])N1CC[C@]23[C@@H]4[C@H]1CC5=C2C(=C(C=C5)OC)O[C@H]3C(=O)CC4